C(CCCCCCCCC\C=C/CCCC)CC(=O)O.NC1=C(C(=NN1C1CCCC1)C1=CC(=C(C=C1)C(CNC(C1=C(C=CC=C1)OC)=O)O[Si](C)(C)C(C)(C)C)C)C(=O)N 5-amino-3-[4-[1-[tert-butyl-(dimethyl)silyl]oxy-2-[(2-methoxybenzoyl)amino]ethyl]-3-methyl-phenyl]-1-cyclopentyl-pyrazole-4-carboxamide Z-11-hexadecen-1-yl-acetate